ClC1=C(C=C(C(=O)N2CC=3N=C(N(C(C3C[C@H]2C)=O)C2=CC=C(C(=O)NC)C=C2)[C@H](C(C)C)O)C=C1)C(F)(F)F |o1:29| 4-((R)-7-(4-Chloro-3-(trifluoromethyl)benzoyl)-2-((S*)-1-hydroxy-2-methylpropyl)-6-methyl-4-oxo-5,6,7,8-tetrahydropyrido[3,4-d]pyrimidin-3(4H)-yl)-N-methylbenzamide